ClC1=CC(=C(OC=2C=NC=C(C2C)B2OC(C(O2)(C)C)(C)C)C=C1)F 3-(4-chloro-2-fluorophenoxy)-4-methyl-5-(4,4,5,5-tetramethyl-1,3,2-dioxaborolan-2-yl)pyridine